4-(tert-butyl)-1H-pyrazol-3-ol C(C)(C)(C)C=1C(=NNC1)O